oxane-3,5-dione O1CC(CC(C1)=O)=O